CC(P(O)(=O)O)(C#N)C.C(CCC)OC(COCCOCCO)O Butoxytriethylene glycol dimethyl-cyanomethanephosphonate